5-(2,4-dimethylpiperazin-1-yl)-2,3-dihydro-1,4-benzodioxine CC1N(CCN(C1)C)C1=CC=CC=2OCCOC21